1,6-bismaleimidylhexane C1(C=CC(N1CCCCCCN1C(C=CC1=O)=O)=O)=O